(1R,3S)-3-(5-(2-(3-(benzyloxy)-2-formyl-5-(methoxymethyl)phenoxy) acetamido)-1-(tert-butyl)-1H-pyrazol-3-yl)cyclopentyl isopropylcarbamate C(C)(C)NC(O[C@H]1C[C@H](CC1)C1=NN(C(=C1)NC(COC1=C(C(=CC(=C1)COC)OCC1=CC=CC=C1)C=O)=O)C(C)(C)C)=O